2-thiourea NC(=S)N